ClC1=NC2=NC(=C(N=C2C(=N1)SC)C)C 2-chloro-6,7-dimethyl-4-methylsulfanyl-pteridine